CC=1C=NC2=C(C(=CC=C2C1)[N+](=O)[O-])O 3-Methyl-7-nitroquinolin-8-ol